2-(6,7-dimethoxy-4-oxoquinazolin-3(4H)-yl)-N'-(2-chlorophenyl)acetohydrazide COC=1C=C2C(N(C=NC2=CC1OC)CC(=O)NNC1=C(C=CC=C1)Cl)=O